C(C)(C)C=1C(=NNC1C=1C=C(C=2N(C1)N=CN2)C)CNC2CCNCC2 N-((4-isopropyl-5-(8-methyl-[1,2,4]triazolo[1,5-a]pyridin-6-yl)-1H-pyrazol-3-yl)methyl)piperidin-4-amine